COC1=C(C=CC(=N1)B(O)O)N1N=CC=C1 6-methoxy-5-(pyrazol-1-yl)pyridin-2-ylboronic acid